2-(benzhydrylideneamino)-2-(7-fluoro-4-oxo-pyrido[1,2-a]pyrimidin-2-yl)acetamide C(C1=CC=CC=C1)(C1=CC=CC=C1)=NC(C(=O)N)C=1N=C2N(C(C1)=O)C=C(C=C2)F